CC1=NC(=CC(=N1)NC1=C(C(=O)NOCC)C(=CC=N1)NC1=C(C(=CC(=C1)F)C1=NC=C(N=C1)C)OC)C ((2,6-dimethylpyrimidin-4-yl)amino)-N-ethoxy-4-((5-fluoro-2-Methoxy-3-(5-methylpyrazin-2-yl)phenyl)amino)nicotinamide